trifluoromethanesulfonimide lithium salt [Li+].[N-](S(=O)(=O)C(F)(F)F)S(=O)(=O)C(F)(F)F